4-chloro-1-((E)-3-((2R,3S)-3-hydroxypiperidin-2-yl)allyl)-1H-indole-3-carboxylic acid dihydrochloride Cl.Cl.ClC1=C2C(=CN(C2=CC=C1)C\C=C\[C@H]1NCCC[C@@H]1O)C(=O)O